C(#N)C=1C=NN2C1C(=CC(=C2)OCC)C=2C=CC(=NC2)N2CC1C(C(C2)C1)NC(OC(C)(C)C)=O tert-butyl (3-(5-(3-cyano-6-ethoxypyrazolo[1,5-a]pyridin-4-yl)pyridin-2-yl)-3-azabicyclo[3.1.1]heptan-6-yl)carbamate